C(C1=CC=CC=C1)N1C(N(/C(/C1=O)=C/C1=C(C=C(C=C1)N(C)CCO)O)C)=S (E)-3-benzyl-5-(2-hydroxy-4-((2-hydroxyethyl)(methyl)amino)benzylidene)-1-methyl-2-thioxoimidazolidin-4-one